BrC(COP(=O)([O-])[O-])CBr (2,3-dibromopropyl)phosphat